FC=1C=C2C=NN(C2=CC1C=1C=2C(=NN(C2C=CC1)CC(NCC(NCC(=O)OC)=O)=O)C1CCN(CC1)C(=O)OC(C)(C)C)C tert-butyl 4-{5'-fluoro-1-[({[(2-methoxy-2-oxoethyl)carbamoyl]methyl}carbamoyl)methyl]-1'-methyl-[4,6'-biindazol]-3-yl}piperidine-1-carboxylate